ClC1=CC=C2C3=C(NC2=C1C#N)CCN([C@H]3C)C(=O)C3=NC=C(C=N3)OC (S)-7-chloro-2-(5-methoxypyrimidine-2-carbonyl)-1-methyl-2,3,4,5-tetrahydro-1H-pyrido[4,3-b]indole-6-carbonitrile